O1CCC(CC1)C1CNC2=C(O1)C=C(C=C2)S(=O)(=O)N tetrahydro-2H-pyran-4-yl-3,4-dihydro-2H-benzo[b][1,4]oxazine-7-sulfonamide